CS(=O)(=O)C1=NN=C(O1)C1=CC=C(C=C1)NC(CNC(OC(C)(C)C)=O)=O tert-butyl (2-((4-(5-(methylsulfonyl)-1,3,4-oxadiazol-2-yl)phenyl)amino)-2-oxoethyl)carbamate